ethylene dilaurate C(CCCCCCCCCCC)(=O)OCCOC(CCCCCCCCCCC)=O